N-(5-((1R,3R)-3-(3,5-bis(trifluoromethyl)phenyl)-2,2-dichlorocyclopropane-1-carboxamido)-2-chlorophenyl)-4-cyano-2-methylbenzamide FC(C=1C=C(C=C(C1)C(F)(F)F)[C@@H]1C([C@H]1C(=O)NC=1C=CC(=C(C1)NC(C1=C(C=C(C=C1)C#N)C)=O)Cl)(Cl)Cl)(F)F